5-chloro-2-methyl-7-[(E)-styryl]pyrazolo[1,5-a]pyrimidine-3-carbonitrile ClC1=NC=2N(C(=C1)\C=C\C1=CC=CC=C1)N=C(C2C#N)C